BrC1=C(C=C2C(=NC(=NC2=C1F)Cl)C=1C(=NN2C1CNCCC2)C(=O)NC(C)C)F (7-bromo-2-chloro-6,8-difluoroquinazolin-4-yl)-N-isopropyl-5,6,7,8-tetrahydro-4H-pyrazolo[1,5-a][1,4]diazepine-2-carboxamide